C1(CC1)S(=O)(=O)NC=1SC=C(N1)C(C(=O)NC1=C(C=C(C=C1)C=1C=NC=C(C1)OC)F)(C)C 2-(2-(cyclopropanesulfonylamino)thiazol-4-yl)-N-(2-fluoro-4-(5-methoxypyridin-3-yl)phenyl)-2-methylpropanamide